COC(C1=C(C=C(C(=C1)[N+](=O)[O-])F)Cl)=O.C(C)(C)(C)OC(=O)N[C@H](C(=O)O)CSC1=C(C=C(C(=C1)Cl)C(=O)OC)[N+](=O)[O-] (2R)-2-(tert-butoxycarbonylamino)-3-(5-chloro-4-methoxycarbonyl-2-nitro-phenyl)sulfanyl-propanoic acid Methyl-2-chloro-4-fluoro-5-nitrobenzoate